benzyl (1R,3R,5R)-2-(5-acetyl-2-methylisonicotinoyl)-2-azabicyclo[3.1.0]hexane-3-carboxylate C(C)(=O)C1=CN=C(C=C1C(=O)N1[C@@H]2C[C@@H]2C[C@@H]1C(=O)OCC1=CC=CC=C1)C